methyl 6-methyl-4-(trifluoromethyl)-1H-indole-2-carboxylate CC1=CC(=C2C=C(NC2=C1)C(=O)OC)C(F)(F)F